1-hexylpyrrolidine bistrifluoromethanesulfonimide salt [N-](S(=O)(=O)C(F)(F)F)S(=O)(=O)C(F)(F)F.C(CCCCC)N1CCCC1